methyl 4-[5-benzyl-6-(2-cyano-1,1-dimethyl-ethyl)-1-tetrahydropyran-2-yl-pyrrolo[2,3-f]indazol-7-yl]benzoate C(C1=CC=CC=C1)N1C(=C(C2=C1C=C1C=NN(C1=C2)C2OCCCC2)C2=CC=C(C(=O)OC)C=C2)C(CC#N)(C)C